Br[C@H]1COCC1 (R)-3-bromotetrahydrofuran